2-(trimethylsilyl)ethyl (3R,4R)-3-{[{(1R)-1-[1-benzyl-4-(2,5-difluorophenyl)-1H-pyrrol-2-yl]-2,2-dimethylpropyl}(chloroacetyl)amino]-methyl}-4-fluoropyrrolidine-1-carboxylate C(C1=CC=CC=C1)N1C(=CC(=C1)C1=C(C=CC(=C1)F)F)[C@@H](C(C)(C)C)N(C(CCl)=O)C[C@@H]1CN(C[C@@H]1F)C(=O)OCC[Si](C)(C)C